C1(CC1)CONC(=NC(CC1=CC=CC=C1)=O)C1=C(C(=CC=C1OC(F)F)F)F N-[[(cyclopropyl-methoxy)amino][6-(difluoromethoxy)-2,3-difluorophenyl]-methylene]phenylacetamide